C(C)(C)(C)OC(=O)N1CCN=C(C1)OC 5-Methoxy-3,6-dihydropyrazine-1(2H)-carboxylic acid tert-butyl ester